(3aS,5S,6aR)-5-(2,4-difluorophenoxy)-2-((2S)-2-hydroxy-2-(1-(tetrahydro-2H-pyran-2-yl)-1H-indazol-5-yl)ethyl)hexahydrocyclopenta[c]pyrrol-3a(1H)-ol FC1=C(O[C@@H]2C[C@@]3([C@@H](CN(C3)C[C@H](C=3C=C4C=NN(C4=CC3)C3OCCCC3)O)C2)O)C=CC(=C1)F